C(C)(C)(C)C1=C(OC2=C(C=C(C=C2)C2=NOC(=N2)CN2C(N(C3(C2=O)CCNCC3)CCC3CCOCC3)=O)C(F)(F)F)C=CC=C1 3-((3-(4-(2-(tert-butyl)phenoxy)-3-(trifluoromethyl)phenyl)-1,2,4-oxadiazol-5-yl)methyl)-1-(2-(tetrahydro-2H-pyran-4-yl)ethyl)-1,3,8-triazaspiro[4.5]decane-2,4-dione